(3-((2-fluorophenyl)thio)bicyclo[1.1.1]pentan-1-yl)-N,4-dimethylbenzenesulfonamide FC1=C(C=CC=C1)SC12CC(C1)(C2)C2=C(C=CC(=C2)C)S(=O)(=O)NC